NC1=NC=2C3=C(C(CC2C=N1)(C)C)C(=NN3C3OCCCC3)C(=O)NC=3SC=C(N3)COC3CCN(CC3)C3CCC(CC3)(C)C 8-amino-N-[4-({[1-(4,4-dimethylcyclohexyl)piperidin-4-yl]oxy}methyl)-1,3-thiazol-2-yl]-4,4-dimethyl-1-(tetrahydro-2H-pyran-2-yl)-4,5-dihydro-1H-pyrazolo[4,3-H]quinazoline-3-carboxamide